NC=1C=C(C=C(C1)C)[C@@H](C)NC1=NC(=NC2=C3C(=C(C=C12)N1CC2(COC2)C1)CCC3)C |r| (R/S)-N-(1-(3-amino-5-methylphenyl)ethyl)-2-methyl-6-(2-oxa-6-azaspiro[3.3]heptan-6-yl)-8,9-dihydro-7H-cyclopenta[h]quinazolin-4-amine